ClC1=CC=C(C[C@@H]2CC[C@@]([C@@]2(O)CN2N=CN=C2)(C)CCl)C=C1 (1R,2R,5S)-5-(4-chlorobenzyl)-2-chloromethyl-2-methyl-1-(1H-1,2,4-triazol-1-ylmethyl)cyclopentanol